CC=1C=C(C=CC1OC1=CC=CC=C1)N1C(N(C(NC1=O)=O)C1=NC=CC=C1)=O 1-(3-methyl-4-phenoxyphenyl)-3-(pyridin-2-yl)-1,3,5-triazine-2,4,6-trione